C(#N)C1(COCC1)C1=NC=CC(=C1)N(S(=O)(=O)C1CC1)CC1=CC=C(C=C1)OC N-(2-(3-cyanotetrahydrofuran-3-yl)pyridin-4-yl)-N-(4-methoxybenzyl)cyclopropanesulfonamide